CC1([C@H](CC2=CC=CC=C12)NC=1C=CC(=NC1)[C@@H](C(F)(F)F)N(C(=O)[C@H]1CNC(C1)=O)C)C (R)-N-((S)-1-(5-(((S)-1,1-dimethyl-2,3-dihydro-1H-inden-2-yl)amino)pyridin-2-yl)-2,2,2-trifluoroethyl)-N-methyl-5-oxopyrrolidine-3-carboxamide